ClC1=CC(=C(C(=C1)F)COC1=NC=2CNCCC2C=C1C(F)(F)F)F 2-[(4-chloro-2,6-difluorophenyl)methoxy]-3-(trifluoromethyl)-6,8-dihydro-5H-1,7-naphthyridine